zinc 5,10,15,20-tetra(4-pyridyl)-porphine N1=CC=C(C=C1)C=1C2=CC=C(N2)C(=C2C=CC(C(=C3C=CC(=C(C=4C=CC1N4)C4=CC=NC=C4)N3)C3=CC=NC=C3)=N2)C2=CC=NC=C2.[Zn]